C(C1=CC=CC=C1)C1=NN(C(=C1)C1CCNCC1)CC1=CC=C(C=C1)OCC(C)C 4-(3-benzyl-1-(4-isobutoxybenzyl)-1H-pyrazol-5-yl)piperidine